N=1C=NN2C1C=C(C=C2)OC2=C(C(=C(C=C2)NC=2C1=C(N=CN2)C=CC(=N1)N1CC(NCC1)(C)C)F)C N-(4-([1,2,4]triazolo[1,5-a]pyridin-7-yloxy)-2-fluoro-3-methylphenyl)-6-(3,3-dimethylpiperazin-1-yl)pyrido[3,2-d]pyrimidin-4-amine